Cl.S1C=NC=C1CC1=NOC(=N1)CN (3-(thiazol-5-ylmethyl)-1,2,4-oxadiazol-5-yl)methylamine hydrochloride